FC1=C(CN2C(CN(CC2)CC(C)(C)C)=O)C=CC(=C1)C=1C=2N(C=C(N1)C=1C=NN(C1)C)N=CC2 1-(2-fluoro-4-(6-(1-methyl-1H-pyrazol-4-yl)pyrazolo[1,5-a]pyrazin-4-yl)benzyl)-4-neopentylpiperazin-2-one